6-fluoro-4-isobutyl-1H-benzo[d]imidazole-1-carboxylate FC=1C=C(C2=C(N(C=N2)C(=O)[O-])C1)CC(C)C